(1S,5S)-2-{4-[(3-methyl-4-{[1,2,4]triazolo[1,5-a]pyridin-7-yloxy}phenyl)amino]quinazolin-6-yl}-4-methylidene-2-azabicyclo[3.1.0]hexan-3-one CC=1C=C(C=CC1OC1=CC=2N(C=C1)N=CN2)NC2=NC=NC1=CC=C(C=C21)N2[C@H]1C[C@H]1C(C2=O)=C